FC1=CC=C(C(=O)N[C@H](C(=O)NC2=CC=C(C=C2)S(NC(C)(C#C)C)(=O)=O)CC2=CC=CC=C2)C=C1 (S)-4-fluoro-N-(1-(4-(N-(2-methylbut-3-yn-2-yl)sulfamoyl)phenylamino)-1-oxo-3-phenylpropan-2-yl)benzamide